tert-Butyl methyl(2-(methylamino)ethyl)carbamate CN(C(OC(C)(C)C)=O)CCNC